3-[4-[2-(2,6-Dioxo-3-piperidyl)-1,3-dioxo-isoindolin-5-yl]piperazin-1-yl]propanoic acid O=C1NC(CCC1N1C(C2=CC=C(C=C2C1=O)N1CCN(CC1)CCC(=O)O)=O)=O